dicyclohexyl(pent-4-en-1-yl)phosphonium bromide [Br-].C1(CCCCC1)[PH+](CCCC=C)C1CCCCC1